Cbz-succinamide C(=O)(OCC1=CC=CC=C1)C(C(=O)N)CC(=O)N